C(C)NC=1N=CC(=C2C=C(N=CC12)NC(=O)C1CC1)C1=NN2C(C=CC(=C2)N2CCOCC2)=C1 N-(8-(ethylamino)-5-(6-morpholinopyrazolo[1,5-a]pyridin-2-yl)-2,7-naphthyridin-3-yl)cyclopropanecarboxamide